(3-methoxyphenoxy)-aniline-3,4,5,6-d4 COC=1C=C(ONC2=CC(=C(C(=C2[2H])[2H])[2H])[2H])C=CC1